N-n-butylacetamide C(CCC)NC(C)=O